3-bromo-N'-(2-chloroacetyl)-2-methylbenzoyl-hydrazine BrC=1C(=C(C(=O)NNC(CCl)=O)C=CC1)C